6-(((2,2-dimethyl-1,3-dioxolan-4-yl)methyl)amino)-isoindoline-2-carboxylic acid tert-butyl ester C(C)(C)(C)OC(=O)N1CC2=CC(=CC=C2C1)NCC1OC(OC1)(C)C